3'-[1,5,9-triazacyclododecane-1,5-diylbis(methylene)]bis[N-(1,2-dihydroxyethyl)-2-hydroxy-5-methylbenzamide] N1(CCCN(CCCNCCC1)CC=1C(=C(C(=O)NC(CO)O)C=C(C1)C)O)CC=1C(=C(C(=O)NC(CO)O)C=C(C1)C)O